sodium allylsulfonate hydroxyethyl-methacrylate OCCOC(C(=C)C)=O.C(C=C)S(=O)(=O)[O-].[Na+]